20,23-Dihydroxynonacosanoic acid OC(CCCCCCCCCCCCCCCCCCC(=O)O)CCC(CCCCCC)O